N-(6-ETHYL-1-METHYL-INDAZOL-7-YL)-3,5-DIMETHYL-1-[5-(TRIFLUOROMETHYL)-2-PYRIDYL]PYRAZOLE-4-SULFONAMIDE C(C)C1=CC=C2C=NN(C2=C1NS(=O)(=O)C=1C(=NN(C1C)C1=NC=C(C=C1)C(F)(F)F)C)C